tert-butyl 6-(3-(cinnolin-6-yl)-4-iodo-5-methyl-1H-pyrazol-1-yl)-2-azaspiro[3.3]heptane-2-carboxylate N1=NC=CC2=CC(=CC=C12)C1=NN(C(=C1I)C)C1CC2(CN(C2)C(=O)OC(C)(C)C)C1